4-chloro-2-(3-((1r,3r)-3-fluoro-1-(4-methyl-4H-1,2,4-triazol-3-yl)cyclobutyl)phenyl)-6-(((1-methylcyclobutyl)amino)methyl)isoindolin-1-one ClC1=C2CN(C(C2=CC(=C1)CNC1(CCC1)C)=O)C1=CC(=CC=C1)C1(CC(C1)F)C1=NN=CN1C